Calcium (7S)-1,11-dioxo-10-((2,4,6-trifluorobenzyl)carbamoyl)-1,4,5,6,7,11-hexahydro-3H-2,7-methanopyrido[1,2-a][1,4]diazonin-12-olate O=C1C=2N([C@H]3CCCCN1C3)C=C(C(C2[O-])=O)C(NCC2=C(C=C(C=C2F)F)F)=O.[Ca+2].O=C2C=3N([C@H]1CCCCN2C1)C=C(C(C3[O-])=O)C(NCC3=C(C=C(C=C3F)F)F)=O